(2S,4R)-1-((S)-2-((tert-butoxycarbonyl)amino)-3,3-dimethylbutanoyl)-4-isopropylpyrrolidine-2-carboxylic acid C(C)(C)(C)OC(=O)N[C@H](C(=O)N1[C@@H](C[C@@H](C1)C(C)C)C(=O)O)C(C)(C)C